4-((chlorocarbonyl)oxy)piperidine-1-carboxylic acid tert-butyl ester C(C)(C)(C)OC(=O)N1CCC(CC1)OC(=O)Cl